BrC1=CN=C(N(C1=O)CC(=O)OCC)C1=C(C=CC=C1)F ethyl 2-[5-bromo-2-(2-fluorophenyl)-6-oxo-pyrimidin-1-yl]acetate